BrC=1C=NN(C1)[C@H](C)C1=CC(=CC=C1)C(F)(F)F (R,S)-4-bromo-1-{1-[m-(trifluoromethyl)phenyl]ethyl}-1H-pyrazole